N-(5-chloro-1-cyclopropyl-1H-pyrazol-4-yl)-6-methyl-7-[1-(oxetan-3-yl)piperidin-4-yl]quinazolin-2-amine ClC1=C(C=NN1C1CC1)NC1=NC2=CC(=C(C=C2C=N1)C)C1CCN(CC1)C1COC1